iodotoluene CC1=CC=CC=C1I